N-(3,4-dimethoxyphenyl)-1-(3-(5-methyl-1H-imidazol-1-yl)propionamido)cyclopentane-1-carboxamide tert-Butyl-(2R,5R)-5-hydroxy-2-(hydroxymethyl)piperidine-1-carboxylate C(C)(C)(C)OC(=O)N1[C@H](CC[C@H](C1)O)CO.COC=1C=C(C=CC1OC)NC(=O)C1(CCCC1)NC(CCN1C=NC=C1C)=O